C(C)(C)(C)OC(N(CC)CC=1NC2=C(C=NC=3C=C(C=CC23)Br)N1)=O ([7-bromo-1H-imidazo[4,5-c]quinolin-2-yl]methyl)-N-ethylcarbamic acid tert-butyl ester